BrC1=CC(=NC(=C1)CN1C[C@H](CCC1)C)C (S)-4-Bromo-2-methyl-6-((3-methylpiperidin-1-yl)methyl)-pyridine